BrC=1C=C(C=CC1)S(=O)(=O)N[C@@H](CC=1C=C(C=CC1)C(N)=NO)C=1SC=CN1 3-[(2S)-2-(3-bromobenzenesulfonamido)-2-(1,3-thiazol-2-yl)ethyl]-N'-hydroxybenzene-1-carboximidamide